C(C1=CC=CC=C1)OC(=O)N1CCC1 azetidine-1-carboxylic acid benzyl ester